(2-(pyridin-3-yl)-6,7-dihydro-4H-thieno[3,2-c]pyran-4-yl)methanamine HCl salt Cl.N1=CC(=CC=C1)C1=CC=2C(OCCC2S1)CN